(1s,4s)-4-(2-(cyclopentylamino)-8-(2,4-dichloro-6-fluorophenylamino)-9H-purin-9-yl)cyclohexanecarboxamide C1(CCCC1)NC1=NC=C2N=C(N(C2=N1)C1CCC(CC1)C(=O)N)NC1=C(C=C(C=C1F)Cl)Cl